CCCCCCCC=C1C(=O)O1 epoxydecenal